FC(C1CN(CCC1)C1=NNC=C1NC(=O)C=1C=NN2C1N=CC=C2)(F)F N-(3-(3-(trifluoromethyl)piperidin-1-yl)-1H-pyrazol-4-yl)pyrazolo[1,5-a]pyrimidine-3-carboxamide